BrC1=CC=C(C=C1)[C@@H]1NC[C@H](C(C1)=O)C (2R,5R)-2-(4-bromophenyl)-5-methyl-Piperidin-4-one